C(C(=C)C)(=O)OCCC[Si](O[Si](CCO[Si](C)(C)C)(C)C)(O[Si](CCO[Si](C)(C)C)(C)C)O[Si](C)(C)CCO[Si](C)(C)C methacryloxypropyl-tris((trimethylsilyloxy)ethyldimethylsilyloxy)silane